3-(4-amino-6-chloro-5-fluoropyrimidin-2-yl)-2-methylbenzonitrile NC1=NC(=NC(=C1F)Cl)C=1C(=C(C#N)C=CC1)C